N-(3-((3-((4-chloro-3-(trifluoromethyl)phenyl)sulfonamido)-5-methylpyridin-2-yl)oxy)phenyl)-N-methylacrylamide ClC1=C(C=C(C=C1)S(=O)(=O)NC=1C(=NC=C(C1)C)OC=1C=C(C=CC1)N(C(C=C)=O)C)C(F)(F)F